methyl 2-amino-5-hydroxy-4-iodobenzoate NC1=C(C(=O)OC)C=C(C(=C1)I)O